CC1=CC=C(C=C1)C=CC(=O)C1=CC=C(C(=O)O)C=C1 4-[3-(4-Methylphenyl)prop-2-enoyl]benzoic acid